COC1=NC=CC(=C1)C1=CCC(CN1C(=O)OC(C)(C)C)C tert-butyl 6-(2-methoxy-4-pyridyl)-3-methyl-3,4-dihydro-2H-pyridine-1-carboxylate